C(C)(C)(C)OC(N(CC1CC1)C(C=1C2=CC=CC=C2C=2C=CC=CC2C1)C1=CC(=CC=C1)NC(=O)C=1N(N=C(C1)C(F)(F)F)C1=CC(=CC=C1)CN)=O [(3-{[2-(3-Aminomethyl-phenyl)-5-trifluoromethyl-2H-pyrazole-3-carbonyl]-amino}-phenyl)-phenanthren-9-yl-methyl]-cyclopropylmethyl-carbamic acid tert-butyl ester